5-{4-amino-6-fluoropyrrolo[2,1-f][1,2,4]triazin-7-yl}-N-[(3R,4S)-4-fluoro-1-[(2R)-3,3,3-trifluoro-2-hydroxy-2-methylpropanoyl]pyrrolidin-3-yl]-2-methoxypyridine-3-carboxamide NC1=NC=NN2C1=CC(=C2C=2C=C(C(=NC2)OC)C(=O)N[C@@H]2CN(C[C@@H]2F)C([C@@](C(F)(F)F)(C)O)=O)F